C(C)(C)(C)C1=C(C(=CC=C1O)C)C(C)(C)C 2,3-di-tert-butyl-p-cresol